6-[4-[2-(1-Piperazinyl)ethoxy]phenyl]-3-(4-pyridinyl)-pyrazolo[1,5-a]pyrimidine N1(CCNCC1)CCOC1=CC=C(C=C1)C=1C=NC=2N(C1)N=CC2C2=CC=NC=C2